C(C=1C(OC(=CC1O)C=CC1=CC(=C(C=C1)O)O)=O)C=1C(OC(=CC1O)C=CC1=CC(=C(C=C1)O)O)=O 3,3'-methylenebis[6-2-(3,4-dihydroxyphenyl)vinyl-4-hydroxy-2H-pyran-2-one]